methacryloyloxypropyltris(2-methoxyethoxy)silane C(C(=C)C)(=O)OCCC[Si](OCCOC)(OCCOC)OCCOC